potassium hydrogen sulfate trihydrate O.O.O.S(=O)(=O)(O)[O-].[K+]